AMINOSILANOL N[SiH2]O